N(C(=N)N)Cl guanidinyl chloride